ethyl (3S)-3-[[(1R,2S,5S)-3-[1-(azetidin-3-yl)pyrazole-4-carbonyl]-6,6-dimethyl-3-azabicyclo[3.1.0]hexane-2-carbonyl]amino]-3-[5-(2,6-dimethylphenyl)-2,3-difluoro-phenyl]propanoate N1CC(C1)N1N=CC(=C1)C(=O)N1[C@@H]([C@H]2C([C@H]2C1)(C)C)C(=O)N[C@@H](CC(=O)OCC)C1=C(C(=CC(=C1)C1=C(C=CC=C1C)C)F)F